ferric toluate C=1(C(=CC=CC1)C(=O)[O-])C.[Fe+3].C=1(C(=CC=CC1)C(=O)[O-])C.C=1(C(=CC=CC1)C(=O)[O-])C